Ethyl 4-(6-(3-hydroxypropoxy)-5-methoxybenzo[b]thiophen-2-yl)-4-oxobutyrate OCCCOC=1C(=CC2=C(SC(=C2)C(CCC(=O)OCC)=O)C1)OC